BrC1=CN=C2N1C=C(C=C2)C(=O)OC methyl 3-bromo-imidazo[1,2-a]pyridine-6-carboxylate